6-(4-Ethyl-3-(hydroxymethyl)-5-oxo-4,5-dihydro-1H-1,2,4-triazol-1-yl)-7-fluoro-4-isopropyl-2-(5-methylpyrimidin-4-yl)isoquinolin-1(2H)-one C(C)N1C(=NN(C1=O)C=1C=C2C(=CN(C(C2=CC1F)=O)C1=NC=NC=C1C)C(C)C)CO